N1(N=CC=C1)C1=CC=C(C=C1)C1=CC(=NN1)NC1=C(C=C(C=C1)O)C(F)(F)F 4-((5-(4-(1H-pyrazol-1-yl)phenyl)-1H-pyrazol-3-yl)amino)-3-(trifluoromethyl)phenol